2,4-dihydroxy-benzoic acid N-(3,4-dihydroxybenzyl) amide OC=1C=C(CNC(C2=C(C=C(C=C2)O)O)=O)C=CC1O